4'-methyl-2-oxo-1,2-dihydro[1,3'-bipyridyl]-3-carboxamide CC1=C(C=NC=C1)N1C(C(=CC=C1)C(=O)N)=O